C(#N)C1CCC(CC1)NC(C1=NC(=C(C=C1)N1CCN(CC1)CC1=CC=2C3=C(N(C(NC3=C1F)=O)CC)N=CN2)C)=O N-((1r,4r)-4-cyanocyclohexyl)-5-(4-((3-ethyl-9-fluoro-2-oxo-2,3-dihydro-1H-pyrimido[4,5,6-de]quinazolin-8-yl)methyl)piperazin-1-yl)-6-methylpicolinamide